[Cl-].CCC.[NH4+] ammonium propane chloride